C(C)N1N=C(C=C1C=1NC(=NN1)C1=C2C=NN(C2=CC(=C1)C(=O)N)C[C@@H]1CNCCO1)C 4-[5-(1-ethyl-3-methyl-1H-pyrazol-5-yl)-4H-1,2,4-triazol-3-yl]-1-{[(2S)-morpholin-2-yl]methyl}-1H-indazole-6-carboxamide